benzyl (S)-4-(5-amino-2-(((S)-1-methylpyrrolidin-2-yl)methoxy)-6-(quinolin-5-ylcarbamoyl)pyrimidin-4-yl)-2-(cyanomethyl)piperazine-1-carboxylate NC=1C(=NC(=NC1C(NC1=C2C=CC=NC2=CC=C1)=O)OC[C@H]1N(CCC1)C)N1C[C@@H](N(CC1)C(=O)OCC1=CC=CC=C1)CC#N